2-[(4-{7-[(1S,3S,4R,6S)-6-(cyclopropylmethyl)-2-azabicyclo[2.2.2]octane-3-carbonyl]-2,7-diazaspiro[3.5]nonan-2-yl}pyrimidin-5-yl)oxy]-5-fluoro-N,N-di(propan-2-yl)benzamide C1(CC1)C[C@H]1C[C@@H]2[C@H](N[C@H]1CC2)C(=O)N2CCC1(CN(C1)C1=NC=NC=C1OC1=C(C(=O)N(C(C)C)C(C)C)C=C(C=C1)F)CC2